FC(C1=NN=C(O1)C=1C=C(C(=NC1)CN1N=C(N=N1)C1=CC2=C(N(C(=N2)N)C)C=C1)F)F 5-[2-[[5-[5-(Difluoromethyl)-1,3,4-oxadiazol-2-yl]-3-fluoropyridin-2-yl]methyl]tetrazol-5-yl]-1-methylbenzimidazol-2-amine